7-(((2R)-1-(3-oxa-8-azabicyclo[3.2.1]octan-8-yl)-1-oxopropan-2-yl)oxy)-4-(o-tolyl)isoquinolin-1(2H)-one C12COCC(CC1)N2C([C@@H](C)OC2=CC=C1C(=CNC(C1=C2)=O)C2=C(C=CC=C2)C)=O